N(=[N+]=[N-])CC1N(CC2(C1)CCN(CC2)C(=O)OC(C)(C)C)C(=O)OCC2=CC=CC=C2 2-benzyl 8-tert-butyl 3-(azidomethyl)-2,8-diazaspiro[4.5]decane-2,8-dicarboxylate